5-nitrobenzo[b]thiophen-3(2H)-one 1,1-dioxide [N+](=O)([O-])C1=CC2=C(S(CC2=O)(=O)=O)C=C1